ClC1=CC=C2CCN(C2=C1)C1=NC=NC2=CC=C(C=C12)C=1C=C2C(=NC1)NC(=N2)C 4-(6-chloroindolin-1-yl)-6-(2-methyl-3H-imidazo[4,5-b]pyridin-6-yl)quinazoline